ClC1=CC=C(N=N1)NC(=O)[C@@]1(CN(CCC1)C(=O)OC(C)(C)C)F tert-butyl (R)-3-((6-chloropyridazin-3-yl)carbamoyl)-3-fluoro-piperidine-1-carboxylate